C1(CC1)C1=NC(=CC(=N1)C(=O)NC=1C=C(C=CC1)C1=C(C=CC=C1)C1=NN=CN1C)OCCN1CCCC1 2-Cyclopropyl-N-(2'-(4-methyl-4H-1,2,4-triazol-3-yl)-[1,1'-biphenyl]-3-yl)-6-(2-(pyrrolidin-1-yl)ethoxy)pyrimidine-4-carboxamide